CN1CCC(CC1)C=1C=CC=2N(C1)N=CC2C2=CC=C(C(=O)O)C=C2 4-(6-(1-methylpiperidin-4-yl)pyrazolo[1,5-a]pyridin-3-yl)benzoic acid